yttrium benzenesulfonate C1(=CC=CC=C1)S(=O)(=O)[O-].[Y+3].C1(=CC=CC=C1)S(=O)(=O)[O-].C1(=CC=CC=C1)S(=O)(=O)[O-]